3β-hydroxy-5-cholesten O[C@@H]1CC2=CC[C@H]3[C@@H]4CC[C@H]([C@@H](CCCC(C)C)C)[C@]4(CC[C@@H]3[C@]2(CC1)C)C